6-(4-(1-((2-(2,6-dioxopiperidin-3-yl)-7-fluoro-1,3-dioxoisoindoline-5-yl)methyl)piperidin-4-yl)piperazin-1-yl)-2-(4-phenoxyphenyl)nicotinamide O=C1NC(CCC1N1C(C2=C(C=C(C=C2C1=O)CN1CCC(CC1)N1CCN(CC1)C1=NC(=C(C(=O)N)C=C1)C1=CC=C(C=C1)OC1=CC=CC=C1)F)=O)=O